2-(4-methoxyphenyl)-4-phenyl-2H-benzo[e][1,3]oxazin-3(4H)-ol COC1=CC=C(C=C1)C1OC2=C(C(N1O)C1=CC=CC=C1)C=CC=C2